BrC=1C=C(C=C2CCN(CC12)C(=O)OC(C)(C)C)OC(=O)OC(C)(C)C tert-Butyl 8-bromo-6-((tert-butoxycarbonyl)oxy)-3,4-dihydroisoquinoline-2(1H)-carboxylate